N[C@@H]1[C@@H](OCC12CCN(CC2)C2=NC(=C(C(=N2)C(=O)N)C2=C(C(=NC=C2)Br)Cl)C)C 2-((3S,4S)-4-amino-3-methyl-2-oxa-8-azaspiro[4.5]Dec-8-yl)-5-(2-bromo-3-chloropyridin-4-yl)-6-methylpyrimidine-4-carboxamide